1-(4-bromo-2-pyridyl)-2-methoxy-ethanone BrC1=CC(=NC=C1)C(COC)=O